ClC=1C=C2C(CCO2)=C(C1)S(=O)(=O)NC1=C(C(=C(C=C1)F)C=1C=C2C=NC(=NC2=CC1)NC1CCN(CC1)CCOC)F 6-chloro-N-[2,4-difluoro-3-(2-{[1-(2-methoxyethyl)piperidin-4-yl]amino}quinazolin-6-yl)phenyl]-2,3-dihydro-1-benzofuran-4-sulfonamide